4-{3-[1-(4-amino-3-methyl-1H-pyrazolo[3,4-d]pyrimidin-1-yl)ethyl]-5-chloro-2-ethoxy-6-fluorophenyl}-1,3-oxazolidin-2-one NC1=C2C(=NC=N1)N(N=C2C)C(C)C=2C(=C(C(=C(C2)Cl)F)C2NC(OC2)=O)OCC